N[C@@H]([C@@H](C(=O)N[C@H](C(=O)O)CC(C)C)O)CC1=CC=CC=C1 (2S)-2-[[(2S,3R)-3-amino-2-hydroxy-4-phenylbutanoyl]amino]-4-methylpentanoic acid